FC=1C=C(CN2C3=C(CCCC2)C=CC=C3)C=CC1C 1-(3-fluoro-4-methylbenzyl)-3,4-dihydro-1H-benzo[b]azepine